(R)-2-chloro-4-(3-methylmorpholino)thieno[3,2-d]Pyrimidine-7-amine ClC=1N=C(C2=C(N1)C(=CS2)N)N2[C@@H](COCC2)C